dihydroxy-6,6'-diacetyl-1,1'-binaphthyl OC=1C(=C(C2=CC=C(C=C2C1)C(C)=O)C1=CC=CC2=CC(=CC=C12)C(C)=O)O